2-methyl-3-(benzyl)imidazole iodide [I-].CC1=NC=CN1CC1=CC=CC=C1